CC=1C=C(C=CC1OC)NC(=O)C1(CCC(CC1)N1C(NC2=C(C=CC(=C2C1)C)OC)=O)C (1s,4s)-N-(3-methyl-4-methoxyphenyl)-4-(8-methoxy-5-methyl-2-oxo-1,2-dihydroquinazolin-3(4H)-yl)-1-methylcyclohexanecarboxamide